N'-{4-[(4,5-dichlorothiazol-2-yl)oxy]-2,5-dimethylphenyl}-N-ethyl-N-methyl-methanimidamide ClC=1N=C(SC1Cl)OC1=CC(=C(C=C1C)N=CN(C)CC)C